COCC(C)OCC(C)OCC(=C)C1=CC=CC=C1 4-(3-((1-((1-methoxypropan-2-yl)oxy)propan-2-yl)oxy)prop-1-en-2-yl)benzene